BrC1=CC=C(C=C1)N1C=NN(C1=O)CSC1=CC(=C(OCCC(C(=O)OCC)(C)C)C=C1)Cl Ethyl 2-(4-(((4-(4-bromophenyl)-5-oxo-4,5-dihydro-1H-1,2,4-triazol-1-yl)methyl)thio)-2-chlorophenoxy)-ethyl-2-methylpropionate